1-(3-chloro-2-fluorobenzyl)-4-((3,5-difluoro-6-((5-methyl-1H-pyrazol-3-yl)amino)-4-propionyl-pyridin-2-yl)methyl)piperidine ClC=1C(=C(CN2CCC(CC2)CC2=NC(=C(C(=C2F)C(CC)=O)F)NC2=NNC(=C2)C)C=CC1)F